COC=1C=C(C=C2C=CC=NC12)C 8-methoxy-6-methylquinoline